C(#N)C=1C(=NC(=CN1)N1C[C@@H](CCC1)N1C(N(CC1)C)=O)NC1=CC=C(C=C1)C1CCN(CC1)C(=O)OC(C)(C)C tert-butyl 4-[4-({3-cyano-6-[(3R)-3-(3-methyl-2-oxoimidazolidin-1-yl)piperidin-1-yl]pyrazin-2-yl}amino)phenyl]piperidine-1-carboxylate